C1(=CC=CC=C1)C1=C(C=NN1)O 5-phenyl-4-hydroxy-1H-pyrazole